OC(CCNC1=C(C=NC2=CC=C(C=C12)C=1C=NNC1)C(=O)N)(C)C 4-((3-hydroxy-3-methylbutyl)amino)-6-(1H-pyrazol-4-yl)quinoline-3-carboxamide